2-(2-phenoxyethoxy)acrylic acid O(C1=CC=CC=C1)CCOC(C(=O)O)=C